C(C1=CC=CC=C1)N1NC(C=C1C)=O 2-benzyl-3-methyl-1H-pyrazol-5-one